BrC1=CC(=C(C=C1)N1CCN(CC1)C(=O)OC(C)(C)C)S(=O)(=O)Cl tert-butyl 4-(4-bromo-2-chlorosulfonyl-phenyl)piperazine-1-carboxylate